NC1=CC(=C2NC(CCCCC[C@@](C3=NN=C(C1=N2)O3)(C(F)(F)F)O)C(=O)O)C(F)(F)F (6R)-17-Amino-6-hydroxy-6,15-bis(trifluoromethyl)-19-oxa-3,4,13,18-tetrazatricyclo[12.3.1.12,5]nonadeca-1(18),2,4,14,16-pentaene-12-carboxylic acid